NC1=NC=2C=C(C=CC2C2=C1N=C(N2)[C@@H]2CN(CCC2)C(=O)OC(C)(C)C)Br tert-Butyl (S)-3-(4-amino-7-bromo-1H-imidazo[4,5-c]quinolin-2-yl)piperidine-1-carboxylate